CN1N=C(C=C1C)C1=NN=C(O1)C(=O)N1[C@H](C2=C(CC1)NC=N2)C2=NN1C(C(=CC=C1)C)=C2 (R)-(5-(1,5-dimethyl-1H-pyrazol-3-yl)-1,3,4-oxadiazol-2-yl)(4-(4-methylpyrazolo[1,5-a]pyridin-2-yl)-6,7-dihydro-1H-imidazo[4,5-c]pyridin-5(4H)-yl)methanone